8'-((3-chloro-2-methylphenyl)amino)-7'-(pyrimidin-4-yl)-4'H-spiro[cyclobutane-1,3'-pyrrolo[1,2-a]pyrazin]-1'(2'H)-one ClC=1C(=C(C=CC1)NC=1C(=CN2C1C(NC1(C2)CCC1)=O)C1=NC=NC=C1)C